N1-(2-(dimethylamino)ethyl)-N4-(4-(7-methoxy-1H-indol-3-yl)-7-tosyl-7H-pyrrolo[2,3-d]pyrimidin-2-yl)-N1-methyl-2-nitrobenzene-1,4-diamine CN(CCN(C1=C(C=C(C=C1)NC=1N=C(C2=C(N1)N(C=C2)S(=O)(=O)C2=CC=C(C)C=C2)C2=CNC1=C(C=CC=C21)OC)[N+](=O)[O-])C)C